ClC1=NC=C(C=N1)C(C(I)(F)F)O 1-(2-chloropyrimidin-5-yl)-2,2-difluoro-2-iodo-ethanol